O1CCN(CC1)C=1C=C(C=NC1)C(CC(=O)O)N1N=CC2=CC(=CC=C12)OCCC1=NC=2NCCCC2C=C1 3-(5-Morpholinopyridin-3-yl)-3-(5-(2-(5,6,7,8-tetrahydro-1,8-naphthyridin-2-yl)ethoxy)-1H-indazol-1-yl)propanoic acid